BrC1=C(C=CC(=C1)F)C=1OC2=CC=CC=C2C(C1OCC1=CN=C(S1)Cl)=O 2-(2-bromo-4-fluorophenyl)-3-((2-chlorothiazol-5-yl)methoxy)-4H-chromen-4-one